BrC=1C=CC2=CC3=CC=C4C(=C3C=C2C1)C(=O)OC4=O 7-bromo-1,2-anthracenedicarboxylic anhydride